4-{[5-(4,4-dimethyl-2,5-dioxo-1-imidazolidinyl)-2-pyridinyl]oxy}-3-(1,1-dimethylethyl)benzonitrile CC1(NC(N(C1=O)C=1C=CC(=NC1)OC1=C(C=C(C#N)C=C1)C(C)(C)C)=O)C